1-(2,4-Dihydroxyphenyl)-3-[4-[3,4,5-trihydroxy-6-(hydroxymethyl)oxan-2-yl]oxyphenyl]prop-2-en-1-one OC1=C(C=CC(=C1)O)C(C=CC1=CC=C(C=C1)OC1OC(C(C(C1O)O)O)CO)=O